(R)-N-allyl-N-(2-hydroxy-2-phenylethyl)-4-methylbenzenesulfonamide C(C=C)N(S(=O)(=O)C1=CC=C(C=C1)C)C[C@@H](C1=CC=CC=C1)O